1-cyclopropyl-1H-pyrrolo[2,3-b]pyridine C1(CC1)N1C=CC=2C1=NC=CC2